C(C)C(CC)(CCCCC)N 3-ethyloctan-3-amine